N-[5-(2,6-difluoro-4-methoxyphenyl)-2-{6-[(2-hydroxy-2-methylpropyl)amino]-3-(trifluoromethyl)pyridin-2-yl}-1-methyl-3-oxo-2,3-dihydro-1H-pyrazol-4-yl]-4-(difluoromethoxy)benzamide FC1=C(C(=CC(=C1)OC)F)C1=C(C(N(N1C)C1=NC(=CC=C1C(F)(F)F)NCC(C)(C)O)=O)NC(C1=CC=C(C=C1)OC(F)F)=O